C(#C)[C@@]1([C@H]([C@@H](O[C@@H]1CO)N1C(=O)N=C(N)C=C1)O)O 1-(3-C-ethynyl-β-D-ribo-pentofuranosyl)cytosine